hydroxy-geranyl-hydroquinone OC=1C(=C(O)C=CC1O)C\C=C(/C)\CCC=C(C)C